bromo-N-m-tolyl-[1,1'-biphenyl]-4-sulfonamide BrC1=C(C=CC(=C1)S(=O)(=O)NC=1C=C(C=CC1)C)C1=CC=CC=C1